1,6-diphenyl-pyrene-1,6-diamine C1(=CC=CC=C1)C1(C=CC2=CC=C3C(C=CC4=CC=C1C2=C34)(N)C3=CC=CC=C3)N